FC(N1N=C(C=C1)C(C)(C)C1(NC(=NC(=N1)N)C=1C=C2C(=NN(C2=CC1)C1OCCCC1)C)N)F 2-[1-[1-(difluoromethyl)pyrazol-3-yl]-1-methyl-ethyl]-6-(3-methyl-1-tetrahydropyran-2-yl-indazol-5-yl)-1,3,5-triazine-2,4-diamine